ClC1=CC=C2C(=CC(=NC2=C1Cl)N1[C@@H](CCC1)CNC(CO)=O)N1C=NC=C1 (S)-N-((1-(7,8-dichloro-4-(1H-imidazol-1-yl)quinolin-2-yl)pyrrolidin-2-yl)methyl)-2-hydroxyacetamide